NC(C)C1=CC=NC2=C(C=C(C=C12)C1=NC(=NC=C1F)NC1CCN(CC1)S(=O)(=O)C1COC1)F 4-(4-(1-aminoethyl)-8-fluoroquinolin-6-yl)-5-fluoro-N-(1-(oxetan-3-ylsulfonyl)piperidin-4-yl)pyrimidin-2-amine